FCCCN1C[C@@H](CC1)CC=1SC(=CN1)C(=O)OC methyl (S)-2-((1-(3-fluoropropyl)pyrrolidin-3-yl)methyl)thiazole-5-carboxylate